BrC1=CC=C(C=C1)N1N=C2C(=N1)C=CC=C2 2-(4-bromophenyl)benzo-triazole